(1R)-1-(4-Cyclopropyl-3,5-Diethoxyphenyl)Ethan-1-Amine Hydrochloride Cl.C1(CC1)C1=C(C=C(C=C1OCC)[C@@H](C)N)OCC